CC=1C(=NC(=NC1)NC=1C=NN(C1)C1CCC(CC1)=O)C1=C(C(=O)O)C=CC=C1 (5-methyl-2-((1-(4-oxocyclohexyl)-1H-pyrazol-4-yl)amino)pyrimidin-4-yl)benzoic acid